Cl.CC1CN(CC(C1)C)C=1C=C(C=CC1C(=O)N1C(CN(CC1)C)C1=CC=CC=C1)NC(=O)C1CC1 N-[3-[3,5-dimethylpiperidin-1-yl]-4-(4-methyl-2-phenylpiperazine-1-carbonyl)phenyl]cyclopropanecarboxamide hydrochloride